(R,E)-2-cyano-N-(1-(3,4-dimethoxyphenyl)ethyl)-3-(5-(pyridin-3-yl)-1H-pyrrolo[2,3-b]pyridin-3-yl)acrylamide C(#N)/C(/C(=O)N[C@H](C)C1=CC(=C(C=C1)OC)OC)=C\C1=CNC2=NC=C(C=C21)C=2C=NC=CC2